FC1=C(C=CC(=C1)C)[C@H](C)NC(CN1N=CC2=C(C1=O)N(C=C2)C)=O (S)-N-(1-(2-Fluoro-4-methylphenyl)ethyl)-2-(1-methyl-7-oxo-1,7-dihydro-6H-pyrrolo[2,3-d]-pyridazin-6-yl)acetamid